1-((3-(5-(3,5-difluorophenyl)-4,5-dihydro-1H-pyrazole-1-carbonyl)-bicyclo[1.1.1]pentan-1-yl)methyl)-1H-1,2,3-triazole-5-carboxamide FC=1C=C(C=C(C1)F)C1CC=NN1C(=O)C12CC(C1)(C2)CN2N=NC=C2C(=O)N